2-((2-cyclopropyl-4-(4-methylpiperazin-1-yl)phenyl)amino)-4-((3-(4-methyl-2-oxo-1,4-diazepan-1-yl)propyl)amino)pyrimidine-5-carbonitrile C1(CC1)C1=C(C=CC(=C1)N1CCN(CC1)C)NC1=NC=C(C(=N1)NCCCN1C(CN(CCC1)C)=O)C#N